N-(2-((4-(2-methyl-1-oxo-1,2,3,4-tetrahydroisoquinolin-7-yl)thiazol-2-yl)amino)-2-oxoethyl)-1-(methylsulfonyl)-1H-pyrrole-3-carboxamide CN1C(C2=CC(=CC=C2CC1)C=1N=C(SC1)NC(CNC(=O)C1=CN(C=C1)S(=O)(=O)C)=O)=O